N(=[N+]=[N-])CC1(CC(CCC1)(C)C)OC 1-(azidomethyl)-1-methoxy-3,3-dimethylcyclohexane